(S)-3-(2-(difluoromethoxy)phenyl)-6-(2-((R)-2-(methoxymethyl)pyrrolidin-1-yl)pyrimidin-5-yl)-2,3-dihydropyrazolo[1,2-a]indazol-9(1H)-one FC(OC1=C(C=CC=C1)[C@@H]1CCN2N1C=1C=C(C=CC1C2=O)C=2C=NC(=NC2)N2[C@H](CCC2)COC)F